(S)-2-(2,6-difluorophenyl)-5-(4-(4-(trifluoromethyl)pyrazolo[1,5-a]pyridin-2-yl)-6,7-dihydro-1H-imidazo[4,5-c]pyridin-5(4H)-yl)-1,3,4-oxadiazole FC1=C(C(=CC=C1)F)C=1OC(=NN1)N1[C@@H](C2=C(CC1)NC=N2)C2=NN1C(C(=CC=C1)C(F)(F)F)=C2